BrC=1C=CC(=C(C1)NC1=NC=C(C(=N1)C1=C2C(NC(C2=CC=C1)=O)(C)C)F)OC(F)(F)F (2-((5-bromo-2-(trifluoromethoxy)phenyl)amino)-5-fluoropyrimidin-4-yl)-3,3-dimethylisoindol-1-one